CC=1N=C2N(C(=NC=3C=C(C=CC23)C(=O)O)NC=2C=C(C=CC2)C)C1 2-Methyl-5-(m-tolylamino)imidazo[1,2-c]quinazoline-8-carboxylic acid